6-Methoxy-N-(4-iodophenyl)-2-(trifluoromethyl)-1H-imidazo[4,5-b]pyrazin-5-amin COC1=C(N=C2C(=N1)NC(=N2)C(F)(F)F)NC2=CC=C(C=C2)I